BrC=1C=[N+](C2=CCCC(C12)=O)[O-] bromo-5,6-dihydro-7H-3-azainden-7-one-N-oxide